F[C@H]1CN(CC[C@@H]1[C@@H](NC(C)=O)C=1C=2N(C=CC1)C(=C(N2)C#CCNC2=C(C=C(C=C2)S(=O)(=O)C)OC)CC(F)(F)F)C N-((R)-((3R,4R)-3-fluoro-1-methylpiperidin-4-yl)(2-(3-((2-methoxy-4-(methylsulfonyl)phenyl)amino)prop-1-yn-1-yl)-3-(2,2,2-trifluoroethyl)imidazo[1,2-a]pyridin-8-yl)methyl)acetamide